CC1=NOC(=C1C1=CC=C2C=3N([C@H](COC31)C3=NC=CC=C3)C(=N2)N2C[C@@H]3N(CC2)CCC3)C (4S)-7-(3,5-dimethylisoxazol-4-yl)-2-[(8aR)-hexahydropyrrolo[1,2-a]pyrazin-2(1H)-yl]-4-pyridin-2-yl-4,5-dihydroimidazo[1,5,4-de][1,4]benzoxazine